ClC1=CC=C(C=C(C(=O)OCCC)C#N)C=C1 n-propyl 4-chloro-α-cyanocinnamate